ClC1CN(CCN1)C1=C(C=CC=2OCCOC21)C 5-(3-chloropiperazin-1-yl)-6-methyl-2,3-dihydro-1,4-benzodioxine